CC(C)OCCCCCC(F)F difluorohexyl methyl-ethyl ether